NC1=NC=C(C2=C1C=NN2)NC(C(N2[C@H](CN([C@@H](C2)C)C2(CC2)C)C2=CC=CC=C2)=O)=O |r| N-(4-amino-1H-pyrazolo[4,3-c]pyridin-7-yl)-2-oxo-2-[rac-(2S,5R)-5-methyl-4-(1-methylcyclopropyl)-2-phenyl-piperazin-1-yl]acetamide